C1=CC=CC=2C1=C1NC3=CC4=C(C=C3C1=CC2)C=CC=C4 13H-dibenzo[a,h]carbazole